4,4'-Bis(carbazole-9-yl)biphenyl C1=CC=CC=2C3=CC=CC=C3N(C12)C1=CC=C(C=C1)C1=CC=C(C=C1)N1C2=CC=CC=C2C=2C=CC=CC12